OCCC(CO)CO 2,1,1-tris(hydroxymethyl)ethane